2-hydroxyethanone OCC=O